BrC=1C(NC(N(C1C)CC1=C(C=CC=C1C(F)(F)F)F)=O)=O 5-bromo-1-[2-fluoro-6-(trifluoromethyl)benzyl]-6-methylpyrimidine-2,4(1h,3h)-dione